C[Si](C1=CC=C(C=C1)C=1OC2=C(N1)C=CC=C2)(C)C 2-(4-trimethylsilylphenyl)benzoxazole